NCCOCCOCCC(=O)N[C@H](C(=O)NCCCCOC=1C=C2C(=CC=NC2=CC1)C(NCC(=O)N1C(CC(C1)(F)F)C#N)=O)CCC(=O)NCCCCOC=1C=C2C(=CC=NC2=CC1)C(NCC(N1C(CC(C1)(F)F)C#N)=O)=O (2S)-2-(3-(2-(2-Aminoethoxy)ethoxy)propanamido)-N1,N5-bis(4-((4-((2-(2-cyano-4,4-difluoropyrrolidin-1-yl)-2-oxoethyl)carbamoyl)quinolin-6-yl)oxy)butyl)-pentanediamide